N-(1-methylcyclopropyl)-1-[(1-methylpyrrolidin-2-yl)methyl]-3-(5-methyl-1,3,4-thiadiazol-2-yl)-2-oxo-benzimidazole-5-sulfonamide CC1(CC1)NS(=O)(=O)C1=CC2=C(N(C(N2C=2SC(=NN2)C)=O)CC2N(CCC2)C)C=C1